C(C)OC(=O)[C@@]1(C(N(CCC1)C(C1=CC=CC=C1)=O)=O)CC=CC1=CC=CC2=CC=CC=C12 (R)-3-(3-(naphthyl)allyl)-1-benzoyl-2-oxopiperidine-3-carboxylic acid ethyl ester